2-bromo-1H-indole-3-carboxaldehyde BrC=1NC2=CC=CC=C2C1C=O